ClC=1C=C(C=CC1)P(Cl)Cl m-chlorophenyl-phosphorus dichloride